4-{5-[(R)-(1,3-dimethyl-azetidin-3-yl)-hydroxy-(4-isopropyl-phenyl)-methyl]-pyridin-3-yl}-butan-1-ol CN1CC(C1)(C)[C@@](C=1C=C(C=NC1)CCCCO)(C1=CC=C(C=C1)C(C)C)O